17-hydroperoxy-docosatetraenoic acid O(O)C(CCCCCCCC=CC=CC=CC=CC(=O)O)CCCCC